4-(1-(2-(azetidin-1-yl)pyrimidin-5-yl)-5-(3,5-dimethylisoxazol-4-yl)-1H-pyrrolo[2,3-b]pyridin-3-yl)-3-chloro-5-(2,2-difluoroethoxy)benzoic acid N1(CCC1)C1=NC=C(C=N1)N1C=C(C=2C1=NC=C(C2)C=2C(=NOC2C)C)C2=C(C=C(C(=O)O)C=C2OCC(F)F)Cl